OC=1C=C(C=CC1)/C=C/C(=O)C1=CC=C(C=C1)NS(=O)(=O)CC N-[4-[(E)-3-(3-Hydroxyphenyl)prop-2-enoyl]phenyl]ethanesulfonamide